C1(=CC=CC=C1)P(=O)(C1=CC=CC=C1)C1=CC2=CC=C3C=C(C4=CC=C5C=CC6=CC=C1C1=C6C5=C4C3=C21)P(=O)(C2=CC=CC=C2)C2=CC=CC=C2 1,6-bis(diphenylphosphoryl)coronene